N-(2-methoxyethyl)-4-morpholino-2-(3-(m-tolyl)-1H-pyrazol-1-yl)furo[3,2-d]pyrimidine-6-carboxamide COCCNC(=O)C1=CC=2N=C(N=C(C2O1)N1CCOCC1)N1N=C(C=C1)C=1C=C(C=CC1)C